(2S)-6-({4-[(tert-butoxy)carbonyl]piperidine-1-carbonyl}amino)-2-({[(9H-fluoren-9-yl)methoxy]carbonyl}amino)hexanoic acid C(C)(C)(C)OC(=O)C1CCN(CC1)C(=O)NCCCC[C@@H](C(=O)O)NC(=O)OCC1C2=CC=CC=C2C=2C=CC=CC12